C(C)(C)(C)OC(NC1(CC1)COC=1C=C2CC(CC2=C(C1)Cl)N)=O.FC1=C(C=CC(=C1)OC1=C(C=CC=C1)F)C=O (2-fluoro-4-(2-fluorophenoxy)phenyl)methanone tert-Butyl-N-[1-[(2-amino-7-chloro-2,3-dihydro-1H-inden-5-yl)oxymethyl]cyclopropyl]carbamate